(2S)-5-Amino-2-[benzyl-[4-[(E)-3-oxo-3-phenylprop-1-enyl]benzoyl]amino]-5-oxopentanoic acid NC(CC[C@@H](C(=O)O)N(C(C1=CC=C(C=C1)\C=C\C(C1=CC=CC=C1)=O)=O)CC1=CC=CC=C1)=O